Methyl lactate (methyl DL-lactate) CC(C(=O)O)(O)C.C(C(O)C)(=O)OC